tert-butyl (3-(5-cyano-6-(methylthio)pyridin-2-yl)prop-2-yn-1-yl)carbamate C(#N)C=1C=CC(=NC1SC)C#CCNC(OC(C)(C)C)=O